ClC1=C(C=C(C=C1)F)C1NC(CC=2C1=C(SC2C(NC)=O)NC(=O)C2=NSC1=C2C=C(C=C1)F)=O N-(4-(2-chloro-5-fluorophenyl)-1-(methylcarbamoyl)-6-oxo-4,5,6,7-tetrahydrothieno[3,4-c]pyridin-3-yl)-5-fluorobenzo[d]isothiazole-3-carboxamide